CN1NC(C=2C1=NC=NC2)=O 1-methyl-1,2-dihydro-3H-pyrazolo[3,4-d]pyrimidin-3-one